CN(CCNC(=O)N1C(\C(\C2=CC=CC=C12)=C\1/NC2=CC=CC=C2C1=O)=O)C (3Z)-N-[2-(dimethylamino)ethyl]-2-oxo-3-(3-oxoindolin-2-ylidene)indoline-1-carboxamide